(R)-tert-butyl 4-(2-(1-(4-bromophenyl)pyrrolidin-2-yl)phenyl)piperidine-1-carboxylate BrC1=CC=C(C=C1)N1[C@H](CCC1)C1=C(C=CC=C1)C1CCN(CC1)C(=O)OC(C)(C)C